C(C)N1CCC(CC1)NC=1C=2C=C(N(C2C=CC1)CC(F)(F)F)I N-(1-ethylpiperidin-4-yl)-2-iodo-1-(2,2,2-trifluoroethyl)-1H-indol-4-amine